ClC1=C(C(=O)NC2=CC(=CC(=C2)C)C)C=CC=C1 2-chloro-N-(3,5-dimethylphenyl)benzamide